O1CCN=CCC1 2,3,6,7-Tetrahydro-1,4-oxazepin